FC(C1(N=N1)C1=CC(=CC=C1)OCCOCC1=CC=C(C=C1)COCCOC1=CC=C(C=C1)C1(N=N1)C(F)(F)F)(F)F 3-(trifluoromethyl)-3-(3-(2-((4-((2-(4-(3-(trifluoromethyl)-3H-diazirin-3-yl)phenoxy)ethoxy)methyl)benzyl)oxy)ethoxy)phenyl)-3H-diazirine